(R)-N-(1-(3-(difluoromethyl)-2-fluorophenyl)ethyl)-6-morpholinocinnoline-4-amine FC(C=1C(=C(C=CC1)[C@@H](C)NC1=CN=NC2=CC=C(C=C12)N1CCOCC1)F)F